C(C)OC(=O)C=1N=NN(C1)C1=C(C=C(C(=C1)Cl)OC)F 1-(5-chloro-2-fluoro-4-methoxyphenyl)-1H-1,2,3-triazole-4-carboxylic acid ethyl ester